spiro[3.3]heptan-2-ylmethyl ((2-(2,6-dioxopiperidin-3-yl)-6-fluoro-3-oxoisoindolin-5-yl)methyl)carbamate O=C1NC(CCC1N1CC2=CC(=C(C=C2C1=O)CNC(OCC1CC2(C1)CCC2)=O)F)=O